ethyl rac-(4R,5R)-4-ethyl-5-methyl-5-(trifluoromethyl)-3-(((trifluoromethyl)sulfonyl)oxy)-4,5-dihydrofuran-2-carboxylate C(C)[C@H]1C(=C(O[C@]1(C(F)(F)F)C)C(=O)OCC)OS(=O)(=O)C(F)(F)F |r|